((1s,3s)-3-((tert-butyldiphenylsilyl)oxy)cyclobutyl)methanol [Si](C1=CC=CC=C1)(C1=CC=CC=C1)(C(C)(C)C)OC1CC(C1)CO